methyl 2-(bromomethyl)-5-chloro-benzoate BrCC1=C(C(=O)OC)C=C(C=C1)Cl